piperidin-1-ium (1'R,2'R)-6-hydroxy-5'-methyl-4-pentyl-2'-(prop-1-en-2-yl)-1',2',3',4'-tetrahydro-[1,1'-biphenyl]-2-yl-sulfate OC1=CC(=CC(=C1[C@H]1[C@@H](CCC(=C1)C)C(=C)C)OS(=O)(=O)[O-])CCCCC.[NH2+]1CCCCC1